The molecule is an icosanoid anion that is the conjugate base of (5S)-hydroperoxy-(18S)-hydroxy-(6E,8Z,11Z,14Z,16E)-icosapentaenoic acid, arising from deprotonation of the carboxylic acid group; major species at pH 7.3. It is a conjugate base of a (5S)-hydroperoxy-(18S)-hydroxy-(6E,8Z,11Z,14Z,16E)-icosapentaenoic acid. CC[C@@H](/C=C/C=C\\C/C=C\\C/C=C\\C=C\\[C@H](CCCC(=O)[O-])OO)O